ClC1=NC=CC(=N1)C1(CC1)C(=O)N 1-(2-chloropyrimidin-4-yl)cyclopropane-1-carboxamide